Ethyl 5-((4-methoxyphenyl)thio)-1H-1,2,3-triazole-4-carboxylate COC1=CC=C(C=C1)SC1=C(N=NN1)C(=O)OCC